CN(C(C=O)=O)C N,N-dimethylglyoxylamide